2,2,3,3,5,5,6,6-octadeuterio-4-(trideuteriomethyl)piperazin [2H]C1(NC(C(N(C1([2H])[2H])C([2H])([2H])[2H])([2H])[2H])([2H])[2H])[2H]